NC1=NC=2C=CC(=CC2C2=C1C=NN2C)C(=O)N(N(C)C(=O)C2(CC2)F)CC=2N=NC(=CC2)C(F)(F)F 4-amino-N'-(1-fluorocyclopropanecarbonyl)-N',1-dimethyl-N-[[6-(trifluoromethyl)pyridazin-3-yl]methyl]pyrazolo[4,3-c]quinoline-8-carbohydrazide